(4-methylphenyl) ethylene oxide CC1=CC=C(C=C1)C1CO1